N1=CC=C(C=C1)NC1=NC=NC=C1 N-pyridin-4-ylpyrimidin-4-amine